3-(2-cyclopropylphenyl)pyridine-4-carboxylic acid C1(CC1)C1=C(C=CC=C1)C=1C=NC=CC1C(=O)O